C12CCC(C=C1)O2 7-oxa-bicyclo[2.2.1]hept-5-ene